C(OCC(C)(F)F)(OC1=CC=C(C=C1)[N+](=O)[O-])=O 2,2-difluoropropyl (4-nitrophenyl) carbonate